(S)-6-(azetidin-1-yl)-N-(2-(4-(5-fluoropyridin-2-yl)-2-methylpiperazin-1-yl)pyrimidin-5-yl)nicotinamide N1(CCC1)C1=NC=C(C(=O)NC=2C=NC(=NC2)N2[C@H](CN(CC2)C2=NC=C(C=C2)F)C)C=C1